C(#N)C1=C(C=C(C2=C1N(C=N2)C)C2=CC=C(C=C2)OC(F)(F)F)CNC(C=C)=O N-((7-cyano-1-methyl-4-(4-(trifluoromethoxy)phenyl)-1H-benzo[d]imidazol-6-yl)methyl)acrylamide